2-chloro-4-bromophenylboric acid ClC1=C(C=CC(=C1)Br)OB(O)O